ClC1=C(C=CC=C1)N1CCNC2=CC=CC=C12 1-(2-chlorophenyl)-1,2,3,4-tetrahydroquinoxalin